ClC=1C(=C(C=CC1)C(C(C)C)O)F 1-(3-Chloro-2-fluorophenyl)-2-methyl-propan-1-ol